(±)-trans-N-[7-bromo-8-chloro-6-(4-methyl-3-pyridinyl)-3-isoquinolinyl]-2-cyano-cyclopropanecarboxamide BrC1=C(C=C2C=C(N=CC2=C1Cl)NC(=O)[C@H]1[C@@H](C1)C#N)C=1C=NC=CC1C |r|